C[Si](C#CCP(O)=O)(C)C (3-(trimethyl-silyl)prop-2-yn-1-yl)phosphinic acid